2,2-bis(5-aminomethylfuran-2-yl)propane NCC1=CC=C(O1)C(C)(C)C=1OC(=CC1)CN